CC1=CC=C(C=N1)OCCN(CC[C@@H](C(=O)O)NC1=NC=NC=C1C1=CC=CC=C1)CCCCC1=NC=2NCCCC2C=C1 (S)-4-((2-((6-methylpyridin-3-yl)oxy)ethyl)(4-(5,6,7,8-tetrahydro-1,8-naphthyridin-2-yl)butyl)amino)-2-((5-phenylpyrimidin-4-yl)amino)butanoic acid